3,4-dihydro-2-[3-(octadecyloxy)-2-(sulfoxy)propyl]isoquinolinium C(CCCCCCCCCCCCCCCCC)OCC(C[N+]1=CC2=CC=CC=C2CC1)OS(=O)(=O)O